6-bromo-4-{4-[1-(4-fluorophenyl)ethyl]piperazin-1-yl}-1-methyl-2-oxo-1,2-dihydro-1,5-naphthyridine-3-carbonitrile BrC=1N=C2C(=C(C(N(C2=CC1)C)=O)C#N)N1CCN(CC1)C(C)C1=CC=C(C=C1)F